tri-tert-butyl-(3S,10S,14S)-1-[(1r,4S)-4-(aminomethyl)cyclohexyl]-3-[(naphthalen-2-yl)methyl]-1,4,12-trioxo-2-[(6-oxo-1,6-dihydropyridin-2-yl)methyl]-2,5,11,13-tetraazahexadecane C(C)(C)(C)C(CCNC(NCCCCCNC([C@@H](N(C(=O)C1CCC(CC1)CN)CC=1NC(C=CC1)=O)CC1=CC2=CC=CC=C2C=C1)=O)=O)(C(C)(C)C)C(C)(C)C